7α-Hydroxy-3-oxochol-4-en O[C@H]1[C@H]2[C@@H]3CC[C@H]([C@@H](CCC)C)[C@]3(CC[C@@H]2[C@]2(CCC(C=C2C1)=O)C)C